C(C)C1=NN2C(N=C(C=C2)NC2(CC2)C=2C(=NC=C(C2)F)O)=C1 Ethyl-5-((1-(5-fluoro-2-hydroxypyridin-3-yl)cyclopropyl)amino)pyrazolo[1,5-a]Pyrimidine